4-[[3-[4-[2-[4-[[1-[3-amino-5-(m-tolyl)pyridine-2-carbonyl]-4-piperidyl]oxy]-1-piperidyl]acetyl]piperazine-1-carbonyl]-4-fluoro-phenyl]methyl]-2H-phthalazin-1-one NC=1C(=NC=C(C1)C=1C=C(C=CC1)C)C(=O)N1CCC(CC1)OC1CCN(CC1)CC(=O)N1CCN(CC1)C(=O)C=1C=C(C=CC1F)CC1=NNC(C2=CC=CC=C12)=O